4-[(3-{6-fluoro-4-[(oxan-4-yl)amino]-1-(2,2,2-trifluoroethyl)-1H-indol-2-yl}prop-2-yn-1-yl)amino]-3-methoxybenzene-1-sulfonamide FC1=CC(=C2C=C(N(C2=C1)CC(F)(F)F)C#CCNC1=C(C=C(C=C1)S(=O)(=O)N)OC)NC1CCOCC1